COCCNC(=O)C1=NC=C(N=C1)C1CCN(CC1)C(=O)C1=C(N=C2N1C=CC=C2)C2=CC=CC=C2 N-(2-methoxyethyl)-5-(1-(2-phenylimidazo[1,2-a]pyridine-3-carbonyl)piperidin-4-yl)pyrazine-2-carboxamide